ClC=1C=C(C=C(C1)C#N)C(C(=O)C1=CC=C(C=N1)NC(OC(C)(C)C)=O)(C)C tert-butyl (6-(2-(3-chloro-5-cyanophenyl)-2-methylpropionyl)pyridin-3-yl)carbamate